(S)-(1-(3-(2-Cyclobutylpyridin-4-yl)-1,2,4-oxadiazol-5-yl)ethyl)carbamic acid tert-butyl ester C(C)(C)(C)OC(N[C@@H](C)C1=NC(=NO1)C1=CC(=NC=C1)C1CCC1)=O